N1=CN=C2NC=NC2=C1C=1C(=NC=CC1)NC=1C(=C(C=CC1C)NC(C1=CC(=CC=C1)C(C)(C)C#N)=O)C N-(3-(3-(9H-purin-6-yl)pyridin-2-ylamino)-2,4-dimethylphenyl)-3-(2-cyanopropan-2-yl)benzamide